CN(C)CC1(CC1)COC=1N=C(C2=C(N1)CN(CC2)C2=CC=CC1=CC=CC(=C21)CC)N2CC(CCC2)N2NC(N=C2)=O (1-(2-((1-((dimethylamino)methyl)cyclopropyl)methoxy)-7-(8-ethylnaphthalen-1-yl)-5,6,7,8-tetrahydropyrido[3,4-d]pyrimidin-4-yl)piperidin-3-yl)-1,2-dihydro-3H-1,2,4-triazol-3-one